1-(Azetidin-3-yl)-5-bromo-6-methoxy-1H-indazole N1CC(C1)N1N=CC2=CC(=C(C=C12)OC)Br